rac-4-(4-(2,2-difluoropropoxy)-2,6-difluorophenyl)-1-(1H-benzo[d]imidazol-5-yl)azetidin-2-one FC(COC1=CC(=C(C(=C1)F)[C@H]1CC(N1C1=CC2=C(NC=N2)C=C1)=O)F)(C)F |r|